C1(CC1)S(=O)(=O)N1N=CC(=C1)C1=NC=CC(=N1)NC1=NC=C(C(=C1)N1CCC(CC1)CCO)C#CC=1C=NN(C1)C1C(C1)(F)F 2-(1-(2-((2-(1-(Cyclopropylsulfonyl)-1H-pyrazol-4-yl)pyrimidin-4-yl)amino)-5-((1-(2,2-difluorocyclopropyl)-1H-pyrazol-4-yl)ethynyl)pyridin-4-yl)piperidin-4-yl)ethan-1-ol